CC=1N(C(=CC1)C)NC(C(=NO)C1=C(C=CC=C1C)C)=O N-(2,5-dimethylpyrrol-1-yl)-2-(2,6-dimethylphenyl)-2-(hydroxyimino)acetamide